FC(C=1C=C(C=CC1)NC1=NC=CC(=N1)C1=CN=C(S1)NC(OC(C)(C)C)=O)(F)F tert-butyl (5-(2-((3-(trifluoromethyl)phenyl)amino)pyrimidin-4-yl)thiazol-2-yl)carbamate